C(C=C)N1N(C2=NC(=NC=C2C1=O)NC1=CC=C(C=C1)C(F)(F)F)C1=NC(=CC=C1)NC1CCNCC1 allyl-1-[6-(4-piperidylamino)-2-pyridyl]-6-[p-(trifluoromethyl)phenylamino]-1,2-dihydro-3H-1,2,5,7-tetraazainden-3-one